NC1=C(C=CC(=C1)B(O)O)B(O)O ortho-amino-1,4-benzenediboronic acid